CC=1C=C(C=CC1)C1=NC=C(C=N1)OC 2-(3-methylphenyl)-5-methoxypyrimidine